2-(3,5-dichlorophenyl)benzo[d]oxazole-6-carboxylic acid pyrrolidin-3-yl ester hydrochloride Cl.N1CC(CC1)OC(=O)C1=CC2=C(N=C(O2)C2=CC(=CC(=C2)Cl)Cl)C=C1